OC[C@H](C1=CC=CC=C1)NC1=NC(=NC=C1C=1OC=NN1)NC=1C=C2C(OC(C2=CC1)=O)(CO)CO (S)-5-(4-(2-hydroxy-1-phenylethylamino)-5-(1,3,4-oxadiazol-2-yl)pyrimidin-2-ylamino)-3,3-bis(hydroxymethyl)isobenzofuran-1(3H)-one